C1=NC=C(C2=CC=CC=C12)N1C(N(CC1C#N)C12CC(C1)(C2)C(F)(F)F)=O 3-(isoquinolin-4-yl)-2-oxo-1-(3-(trifluoromethyl)bicyclo[1.1.1]pentan-1-yl)imidazolidine-4-carbonitrile